(R)-N-((R)-1-(2-(benzo[d]thiazol-7-yl)-3,6-dimethyl-4-oxo-3,4-dihydroquinazolin-8-yl)ethyl)-2-methylpropane-2-sulfinamide S1C=NC2=C1C(=CC=C2)C2=NC1=C(C=C(C=C1C(N2C)=O)C)[C@@H](C)N[S@](=O)C(C)(C)C